N,5-dimethylpyridin-2-amine CNC1=NC=C(C=C1)C